C(C)(=O)C1=C(C(=NC(=C1F)NC1=NNC(=C1)C)C[C@@]1(C[C@H](N(CC1)CC1=C(C(=CC=C1)Cl)F)C)C(=O)O)F (2R,4R)-4-((4-acetyl-3,5-difluoro-6-((5-methyl-1H-pyrazol-3-yl)amino)pyridin-2-yl)methyl)-1-(3-chloro-2-fluorobenzyl)-2-methyl-piperidine-4-carboxylic acid